((4-(dimethylamino)piperidin-1-yl)sulfonyl)-4-fluorobenzoic acid CN(C1CCN(CC1)S(=O)(=O)C1=C(C(=O)O)C=CC(=C1)F)C